(6Ar,10aR)-3-(1-heptylcyclobutyl)-6,6,9-trimethyl-6a,7,10,10a-tetrahydrobenzo[c]chromen-1-ol C(CCCCCC)C1(CCC1)C=1C=C(C=2[C@H]3[C@H](C(OC2C1)(C)C)CC=C(C3)C)O